3-(cyclooctylamino)-2,5,6-trifluoro-4-((2-hydroxyethyl)sulfonyl)benzenesulfonamide C1(CCCCCCC1)NC=1C(=C(C(=C(C1S(=O)(=O)CCO)F)F)S(=O)(=O)N)F